NCC1(CC1)C1=NOC=C1C(=O)N[C@H](C(NC1=NC=CC(=C1)CN1C(N[C@@H](C1)C(F)(F)F)=O)=O)C1CCC(CC1)(F)F 3-(1-(Aminomethyl)cyclopropyl)-N-((S)-1-(4,4-difluorocyclohexyl)-2-oxo-2-((4-(((S)-2-oxo-4-(trifluoromethyl)imidazolidin-1-yl)methyl)pyridin-2-yl)amino)ethyl)isoxazole-4-carboxamide